C(C=C)(=O)OC(C(F)(F)F)(C(C(C(C(C(C(F)(F)F)(F)F)(F)F)(F)F)(F)F)(F)F)F perfluoro-hexylethyl acrylate